gold-iron-copper [Cu].[Fe].[Au]